C(C)N(C1=CC=C2C(=C3C(O2)=CC=CC(=C3)F)C1)CC N,N-diethyl-9-fluoro-2-aminocyclohepta[b]benzofuran